tert-butyl ((1S,3r)-3-(2-(4-((1-(tert-butyl)-3-((1S,3R)-3-((tert-butyldimethylsilyl)oxy)cyclopentyl)-1H-pyrazol-5-yl)amino)pyridin-2-yl)-2,2-difluoroethyl)cyclobutyl)carbamate C(C)(C)(C)N1N=C(C=C1NC1=CC(=NC=C1)C(CC1CC(C1)NC(OC(C)(C)C)=O)(F)F)[C@@H]1C[C@@H](CC1)O[Si](C)(C)C(C)(C)C